C1(CC1)C(C(C(=O)OCC)C1=NN=C(N1)C=1N(N=CC1)C(C)C)C1CC1 ethyl 3,3-dicyclopropyl-2-[5-(2-isopropylpyrazol-3-yl)-4H-1,2,4-triazol-3-yl]propanoate